6-fluoro-3-methyl-2,10,15,19,20,23-hexaazapentacyclo[15.5.2.210,13.04,9.020,24]hexacosa-1(23),4,6,8,17(24),18,21-heptaen FC=1C=C2C(NC=3C=CN4N=CC(CNCC5CCN(C2=CC1)CC5)=C4N3)C